BrC1=CC2=C(N(CO2)C)C=C1OC 6-bromo-5-methoxy-3-methylbenzo[d]oxazol